COC1=NC=C(C(=N1)OC)C=1C=C(C=2N(N1)C=CN2)[C@@H]2[C@H](C2)C=2C=C1C=C(N=CC1=CC2)C(F)(F)F 6-[(1S,2S)-2-[6-(2,4-dimethoxypyrimidin-5-yl)imidazo[1,2-b]pyridazin-8-yl]cyclopropyl]-3-(trifluoromethyl)isoquinoline